4-chloro-1-(2-(3-chloro-5-(trifluoromethyl)benzyl)-2,8-diazaspiro[4.5]decane-8-carbonyl)-1H-pyrazole-3-carboxylic acid ClC=1C(=NN(C1)C(=O)N1CCC2(CCN(C2)CC2=CC(=CC(=C2)C(F)(F)F)Cl)CC1)C(=O)O